2-fluoro-N-methyl-3-((2R)-2-methyl-2,3-dihydroimidazo[2,1-B]oxazol-6-yl)-4-((4-(trifluoromethyl)phenyl)methylamino)benzenesulfonamide FC1=C(C=CC(=C1C=1N=C2O[C@@H](CN2C1)C)NCC1=CC=C(C=C1)C(F)(F)F)S(=O)(=O)NC